tin (II) 2-ethyl hexanoate C(CCCCC)(=O)OCC.[Sn+2]